[Br-].C(C)(C)(C)OC(=O)CC[Zn+] 2-(tert-butoxycarbonyl)ethylzinc bromide